COC1=NC=C(C(=N1)OC)C=1C=C(C=2N(N1)C(=CN2)F)[C@@H]2[C@H](C2)C2=CC=C(C=C2)F 6-(2,4-dimethoxypyrimidin-5-yl)-3-fluoro-8-[(1S,2S)-2-(4-fluorophenyl)cyclopropyl]imidazo[1,2-b]pyridazine